O[C@@H]1CC2=CC[C@H]3[C@@H]4CC[C@H]([C@@H](CCC=C(C)C)C)[C@]4(CC[C@@H]3[C@]2(CC1)C)C 3beta-hydroxy-5,24-cholestadiene